nitroprussic acid [N+](=O)([O-])C#N